2-(3-bromo-4-(methylcarbomethoxy)phenyl)acetic acid BrC=1C=C(C=CC1C(=O)OCC)CC(=O)O